C(CC=CCCCCC=CCC=CCCCCC)(=O)O 3,9,12-octadecatrienoic acid